bis(4-glycidoxycyclohexyl)propane C(C1CO1)OC1CCC(CC1)C(C)(C)C1CCC(CC1)OCC1CO1